6-Bromo-8-cyclopentyl-2-[5-(3,5-dimethyl-piperazin-1-yl)-pyridin-2-ylamino]-8H-pyrido[2,3-d]pyrimidin-7-one BrC1=CC2=C(N=C(N=C2)NC2=NC=C(C=C2)N2CC(NC(C2)C)C)N(C1=O)C1CCCC1